(E)-3-[2,2-dimethyl-8-(pyridin-3-yl)-2H-chromen-6-yl]-1-[4-(4-hydroxyphenyl)piperazin-1-yl]prop-2-en-1-one CC1(OC2=C(C=C(C=C2C=C1)/C=C/C(=O)N1CCN(CC1)C1=CC=C(C=C1)O)C=1C=NC=CC1)C